tert-butyl (3-(N-methylformamido)propyl)carbamate CN(C=O)CCCNC(OC(C)(C)C)=O